tert-butyl (2-(2-Bromoethoxy)ethyl)carbamate BrCCOCCNC(OC(C)(C)C)=O